OC(CN1C(C=CC(=C1)C1=CC2=NC=CC(=C2O1)C1=CC(=NC=C1)CC(C)(C)O)=O)(C)C 1-(2-hydroxy-2-methylpropyl)-5-(7-(2-(2-hydroxy-2-methylpropyl)pyridin-4-yl)furo[3,2-b]pyridin-2-yl)pyridin-2(1H)-one